C(#N)C=1C=CC(=NC1)C1CCN(CC1)C(=O)C=1C=CC(=C(C1)NC(=O)N1CCCC1)C N-(5-(4-(5-cyanopyridin-2-yl)piperidine-1-carbonyl)-2-methylphenyl)pyrrolidine-1-carboxamide